N1[C@@H](CC1)COC(=O)N1C(C2=CC=CC=C2CC1)C1=CC=C(C=C1)F 1-(4-fluorophenyl)-3,4-dihydroisoquinoline-2(1H)-carboxylic acid (S)-azetidin-2-ylmethyl ester